N=1SN=C2C1C=CC(=C2)NS(=O)(=O)C2=CNC1=C3C(=CC=C21)C=CC=C3 N-(2,1,3-benzothiadiazol-5-yl)-1H-benzo[g]indole-3-sulfonamide